7-hydroxy-2-methyl-8-(3-methyl-6-(prop-1-en-2-yl)cyclohex-2-en-1-yl)-5-pentyl-4H-benzo[d][1,3]dioxin-4-one OC=1C=C(C2=C(OC(OC2=O)C)C1C1C=C(CCC1C(=C)C)C)CCCCC